5-(8-(7-Acetyl-3-ethyl-5,6,7,8-tetrahydroimidazo[1,5-a]pyrazin-1-yl)isoquinolin-3-yl)-N-(4-(3-((2,6-dioxopiperidin-3-yl)(methyl)carbamoyl)phenyl)butyl)picolinamide C(C)(=O)N1CC=2N(CC1)C(=NC2C=2C=CC=C1C=C(N=CC21)C=2C=CC(=NC2)C(=O)NCCCCC2=CC(=CC=C2)C(N(C)C2C(NC(CC2)=O)=O)=O)CC